(2S,5R)-4-(3-Chloro-4-cyanophenyl)-N-(6-(4-(2-hydroxyethyl)piperidin-1-yl)pyridin-3-yl)-2,5-dimethylpiperazine-1-carboxamide ClC=1C=C(C=CC1C#N)N1C[C@@H](N(C[C@H]1C)C(=O)NC=1C=NC(=CC1)N1CCC(CC1)CCO)C